S1C=NC2=C1C=CC(=C2)OCC2=CC=C(C(=O)NC1=C(C=C(C(=C1)S(=O)(=O)C)O)F)C=C2 4-((benzo[d]thiazol-5-yloxy)methyl)-N-(2-fluoro-4-hydroxy-5-(methylsulfonyl)phenyl)benzamide